COC(=O)C=1C(N(C2=CC(=CC=C2C1N)I)CC1=NC=CC=C1)=O 4-amino-7-iodo-2-oxo-1-(pyridin-2-ylmethyl)-1,2-dihydroquinoline-3-carboxylic acid methyl ester